FC=1C=C2C=C(NC2=CC1OC)C(=O)N1[C@@H]([C@H]2C([C@H]2C1)(C)C)C(=O)N[C@H](C=O)C[C@H]1C(NCC1)=O (1R,2S,5S)-3-(5-Fluoro-6-methoxy-1H-indole-2-carbonyl)-6,6-dimethyl-N-((S)-1-oxo-3-((S)-2-oxopyrrolidin-3-yl)propan-2-yl)-3-azabicyclo[3.1.0]hexane-2-carboxamide